[C@@H]1([C@H](O)[C@H](O)[C@@H](CO)O1)N1C=CC=2C(=O)NC(N)=NC12 7-deaza-guanosine